ClC=1C=C(C=C(C1)S(=O)(=O)C)NC(=O)C1=CN(C(=C1)C)C1=NC=C(C=C1)N1CC(OCC1)(C)C N-(3-chloro-5-(methylsulfonyl)phenyl)-1-(5-(2,2-dimethylmorpholino)pyridin-2-yl)-5-methyl-1H-pyrrole-3-carboxamide